(S)-1-(4-aminobenzyl)-3-((4-ethyl-8-fluoro-4-hydroxy-9-methyl-3,14-dioxo-3,4,12,14-tetrahydro-1H-pyrano[3',4':6,7]-indolizino[1,2-b]quinolin-11-yl)methyl)urea NC1=CC=C(CNC(=O)NCC2=C3C(=NC=4C=C(C(=CC24)C)F)C2=CC4=C(C(N2C3)=O)COC([C@]4(O)CC)=O)C=C1